N-(3-(2-oxo-3-(3-(p-tolyloxy)phenyl)-2,3-dihydro-1H-imidazo[4,5-c]pyridin-1-yl)phenyl)acrylamide O=C1N(C2=C(C=NC=C2)N1C1=CC(=CC=C1)OC1=CC=C(C=C1)C)C=1C=C(C=CC1)NC(C=C)=O